5-hydroxy-2(5H)furanone OC1C=CC(O1)=O